3-(1,2-dibromo-3-((tert-butyl-dimethylsilyl)oxy)propan-2-yl)-5-(4-methoxy-3-propoxyphenyl)pyridine BrCC(CO[Si](C)(C)C(C)(C)C)(Br)C=1C=NC=C(C1)C1=CC(=C(C=C1)OC)OCCC